N,N'-diphenyl-N,N'-bis-[4-(N,N-ditolylamino)phenyl]benzidine C1(=CC=CC=C1)N(C1=CC=C(C=C1)C1=CC=C(N(C2=CC=C(C=C2)N(C2=C(C=CC=C2)C)C2=C(C=CC=C2)C)C2=CC=CC=C2)C=C1)C1=CC=C(C=C1)N(C1=C(C=CC=C1)C)C1=C(C=CC=C1)C